3,3',3''-((nitrilotris(methylene))tris(benzofuran-5,2-diyl))tris(2-(pyrrolidin-3-yl)propanoic acid) N(CC=1C=CC2=C(C=C(O2)CC(C(=O)O)C2CNCC2)C1)(CC=1C=CC2=C(C=C(O2)CC(C(=O)O)C2CNCC2)C1)CC=1C=CC2=C(C=C(O2)CC(C(=O)O)C2CNCC2)C1